methyl 4-(3-((tert-butoxycarbonyl) amino)-1-methyl-1H-pyrazol-4-yl)-2-methyl-7-(5-methyl-1-(tetrahydro-2H-pyran-2-yl)-1H-indazol-4-yl)-7H-pyrrolo[2,3-d]pyrimidine-5-carboxylate C(C)(C)(C)OC(=O)NC1=NN(C=C1C=1C2=C(N=C(N1)C)N(C=C2C(=O)OC)C2=C1C=NN(C1=CC=C2C)C2OCCCC2)C